[4-(2,2-Dioxo-[1,2]oxathiolan-3-ylmethyl)-phenylethynyl]-trimethyl-silane O=S1(OCCC1CC1=CC=C(C=C1)C#C[Si](C)(C)C)=O